C(OCCC)(OCC(F)(F)F)=O propyl trifluoroethyl carbonate